[C@H]12CN(CC(O1)C2)C2CCC(CC2)NC=2C=1C=CN(C1C=CC2)CC(F)(F)F N-[(1S,4S)-4-{6-oxa-3-azabicyclo[3.1.1]heptan-3-yl}cyclohexyl]-1-(2,2,2-trifluoroethyl)-1H-indol-4-amine